ClC1=C(C(=O)NC2CCC(CC2)NC2=CC(=NC3=CC=CC=C23)C(F)(F)F)C=CC=C1 2-chloro-N-[(1s,4s)-4-{[2-(trifluoromethyl)quinolin-4-yl]amino}cyclohexyl]benzamide